C(CCCC)C=1C=C(C(=C(C1)O)C1C(CCC=C1)C(=C)C)O 4-pentyl-2'-(prop-1-en-2-yl)-1',2',3',4'-tetrahydro-[1,1-biphenyl]-2,6-diol